CN1C=NC2=C1C=CC(=C2)C=O 1-methyl-1H-benzo[d]imidazole-5-carbaldehyde